[N+](=[N-])=C(C(C)=O)P(OC)(OC)=O dimethyl (1-diazo-2-oxo-propyl)-phosphonate